N[C@@H]1CC[C@H](CC1)CN1CCC2(CN(C2)C2=NC=NC=C2OC2=C(C(=O)N(C(C)C)CC)C=C(C=C2)F)CC1 2-((4-(7-((trans-4-aminocyclohexyl)methyl)-2,7-diazaspiro[3.5]nonan-2-yl)pyrimidin-5-yl)oxy)-N-ethyl-5-fluoro-N-isopropylbenzamide